tert-Butyl exo-3-((7-methoxy-4-((3-methyl-4-((1-methyl-1H-benzo[d]imidazol-5-yl)oxy)phenyl)amino)quinazolin-6-yl)oxy)-8-azabicyclo[3.2.1]octane-8-carboxylate COC1=C(C=C2C(=NC=NC2=C1)NC1=CC(=C(C=C1)OC1=CC2=C(N(C=N2)C)C=C1)C)OC1CC2CCC(C1)N2C(=O)OC(C)(C)C